C(C)OP(OCC)(=O)CC1=CC(=C(C(=C1)C(C)(C)C)O)C(C)(C)C (3,5-Di-tert-butyl-4-hydroxybenzyl)phosphonic acid diethyl ester